N1=CC(=CC=C1)N(CC(=O)O)C (S) or (R)-pyridin-3-yl-methylglycine